FC=1C(=NC(=NC1)NC=1C=NN(C1)CCO)N1C=C(C=2C1=NC=C(C2)NC(C#C)=O)C N-[1-[5-fluoro-2-[[1-(2-hydroxyethyl)pyrazol-4-yl]amino]pyrimidin-4-yl]-3-methyl-pyrrolo[2,3-b]pyridin-5-yl]prop-2-ynamide